C(C)OC1=C(C=CC=C1)OCC 1-ethoxy-2-ethoxybenzene